6-(4-{[(2,4-dimethoxyphenyl)methyl]amino}-5-(1-methyl-1H-pyrazol-3-yl)-7H-pyrrolo[2,3-d]pyrimidin-7-yl)-2,2-dimethyl-tetrahydro-2H-furo[3,4-d][1,3]dioxole-4-carboxamide COC1=C(C=CC(=C1)OC)CNC=1C2=C(N=CN1)N(C=C2C2=NN(C=C2)C)C2OC(C1C2OC(O1)(C)C)C(=O)N